ClC1=C(OC=2C=CC(=C(C(=O)NC3COCC3)C2)OCC2=CC=C(C=C2)OC)C(=CC(=C1)N1N=C(C(NC1=O)=O)C(F)F)Cl 5-(2,6-dichloro-4-(6-(difluoromethyl)-3,5-dioxo-4,5-dihydro-1,2,4-triazin-2(3H)-yl)phenoxy)-2-((4-methoxybenzyl)oxy)-N-(tetrahydrofuran-3-yl)benzamide